(4-((2-(4-methoxypiperidin-1-yl)pyrimidin-5-yl)oxy)-3-methylphenyl)cyclobutane-1-carboxamide COC1CCN(CC1)C1=NC=C(C=N1)OC1=C(C=C(C=C1)C1(CCC1)C(=O)N)C